5-{[9-chloro-7-(5-fluoroindol-1-yl)-3,5-dihydro-2H-1,4-benzoxazepin-4-yl]methyl}-2-[(4-methoxyphenyl)methyl]pyridazin-3-one ClC1=CC(=CC=2CN(CCOC21)CC2=CC(N(N=C2)CC2=CC=C(C=C2)OC)=O)N2C=CC1=CC(=CC=C21)F